N[C@H]1[C@@H]2N(C[C@H]1CC2)C(=O)C2=CC1=C(N(C(=N1)C1=CC=3C(=NC(=CC3)C3=CC=C(C=C3)NC(C)=O)N1CC1CC1)C)C(=C2)OC N-[4-(2-{5-[(1R,4R,7R)-7-amino-2-azabicyclo[2.2.1]heptane-2-carbonyl]-7-methoxy-1-methyl-1H-1,3-benzodiazol-2-yl}-1-(cyclopropylmethyl)-1H-pyrrolo[2,3-b]pyridin-6-yl)phenyl]acetamide